heptylene isothiocyanate C(CCCCCCN=C=S)N=C=S